Pyridylphthalonitrile N1=C(C=CC=C1)C1=C(C(C#N)=CC=C1)C#N